(2-(6-chloro-3-(ethylsulfonyl)pyridin-2-yl)-1-methyl-1H-benzimidazol-5-yl)-5-(trifluoromethyl)-1,2,4-dioxazole ClC1=CC=C(C(=N1)C1=NC2=C(N1C)C=CC(=C2)C2OOC(=N2)C(F)(F)F)S(=O)(=O)CC